C(N)(O[C@H]1[C@@H]2N(C[C@H]1CC2)C(=O)C=2C=C(C=1N(C2)N=C(C1C)C1=CC=2C=3N1C(CNC3C=CC2)CC)F)=O ((1r,4r,7r)-2-(2-(3-ethyl-2,3-dihydro-1H-pyrrolo[1,2,3-de]quinoxalin-5-yl)-4-fluoro-3-methylpyrazolo[1,5-a]pyridine-6-carbonyl)-2-azabicyclo[2.2.1]hept-7-yl) carbamate